2-(2-ethoxy)ethoxyethylguanidinium chlorid [Cl-].CCOCCOCCNC(=[NH2+])N